FC1([C@H](COC1)NC(N(C)[C@@H](C)C1=C(C=NC=C1)CC)=O)F 3-[(3S)-4,4-difluorotetrahydrofuran-3-yl]-1-[(1S)-1-(3-ethyl-4-pyridyl)ethyl]-1-methyl-urea